OC=1C=C(C2=CC=CC=C2C1)CC1=CN(C2=C1N=C(N=C2N2C[C@@H](NCC2)CC#N)OC[C@H]2N(CCC2)C)C 2-((S)-4-(7-((3-hydroxynaphthalen-1-yl)methyl)-5-methyl-2-(((S)-1-methylpyrrolidin-2-yl)methoxy)-5H-pyrrolo[3,2-d]pyrimidin-4-yl)piperazin-2-yl)acetonitrile